OCCN(CC(=O)NC(P(OCC)(OCC)=O)P(OCC)(OCC)=O)CCO tetraethyl ((2-(bis(2-hydroxyethyl)amino)acetamido)methylene)-bis(phosphonate)